7-(3,4-dichlorobenzoyl)-2-(4-methoxyphenyl)-3-oxo-N-[rac-(1S)-1-phenylethyl]-6,8-dihydro-5H-imidazo[1,5-a]pyrazine-1-carboxamide ClC=1C=C(C(=O)N2CC=3N(CC2)C(N(C3C(=O)N[C@@H](C)C3=CC=CC=C3)C3=CC=C(C=C3)OC)=O)C=CC1Cl |r|